COCCNC(=O)N1C[C@@H]2CN(C[C@@H]2C1)C1=NC(=CC(=N1)NC1=CC2=C(C=N1)C=NN2C(C)C)N2CCCC2 (3aR,6aS)-N-(2-methoxyethyl)-5-[4-{[1-(propan-2-yl)-1H-pyrazolo[4,3-c]pyridin-6-yl]amino}-6-(pyrrolidin-1-yl)pyrimidin-2-yl]hexahydropyrrolo[3,4-c]pyrrole-2(1H)-carboxamide